t-butyl ((5-((4-(1H-imidazol-1-yl)phenyl)(5-(3,5-dimethylisoxazol-4-yl)-2-methylanilino)amino)pentyl)oxy)acetate N1(C=NC=C1)C1=CC=C(C=C1)N(CCCCCOCC(=O)OC(C)(C)C)NC1=C(C=CC(=C1)C=1C(=NOC1C)C)C